3-methoxy-8-((5-methoxy-6-((6-methoxypyridazin-3-yl)methoxy)pyridin-3-yl)methyl)-1,5-naphthyridine COC=1C=NC2=C(C=CN=C2C1)CC=1C=NC(=C(C1)OC)OCC=1N=NC(=CC1)OC